BrC1=C(C=C(C(=O)N2CC=3NC(N(C(C3C[C@H]2C)=O)C2=C(C=C(C(=O)NC)C=C2)Cl)=S)C=C1)C(F)(F)F 4-[(6R)-7-[4-bromo-3-(trifluoromethyl)benzoyl]-6-methyl-4-oxo-2-sulfanylidene-1H,5H,6H,8H-pyrido[3,4-d]pyrimidin-3-yl]-3-chloro-N-methylbenzamide